OC(C)COC1=CC=CC=C1 2-hydroxy-3-phenoxypropane